Tert-butyl N-[[2-[1-[(3,5-ditert-butylphenyl)methyl] pyridin-1-ium-3-yl] acetyl]amino]carbamate bromide [Br-].C(C)(C)(C)C=1C=C(C=C(C1)C(C)(C)C)C[N+]1=CC(=CC=C1)CC(=O)NNC(OC(C)(C)C)=O